C(C)[C@@H]1CC[C@H](CC1)C=O TRANS-4-ETHYL-CYCLOHEXANECARBALDEHYDE